1-[(2-pyridyl)methyl]urea N1=C(C=CC=C1)CNC(=O)N